tert-butyl 4-{5-methoxy-7-[6-(methoxymethoxy)-2,7-dimethylindazol-5-yl]-1,8-naphthyridin-3-yl}piperazine-1-carboxylate COC1=C2C=C(C=NC2=NC(=C1)C1=CC2=CN(N=C2C(=C1OCOC)C)C)N1CCN(CC1)C(=O)OC(C)(C)C